7-(1,5-dimethyl-1H-pyrazol-4-yl)-1-methyl-2-oxo-1,2,3,4-tetrahydro-1,4-diazepine CN1N=CC(=C1C)C1=CCNCC(N1C)=O